C(C)(C)(C)OC(=O)NNC(=O)OC(C)(C)C 1,2-di-tert-butoxycarbonyl-hydrazine